C1(=C(C(=CC=C1)C)C(CCCC(=O)N)C(=O)N)C meta-xyleneadipamide